4-Methyloctan-1-ol CC(CCCO)CCCC